O=C1NC=C(C2=CC=C(C=C12)OC(C#N)C)C1=C(C=CC=C1)C 2-((1-oxo-4-(o-tolyl)-1,2-dihydroisoquinolin-7-yl)oxy)propanenitrile